2-(2,6-dioxopiperidin-3-yl)-5-(2-(4-((1s,3s)-3-(4-(5-methyl-5H-pyrido[4,3-b]indol-7-yl)piperidin-1-yl)cyclobutoxy)piperidin-1-yl)ethoxy)isoindoline-1,3-dione O=C1NC(CCC1N1C(C2=CC=C(C=C2C1=O)OCCN1CCC(CC1)OC1CC(C1)N1CCC(CC1)C=1C=CC=2C3=C(N(C2C1)C)C=CN=C3)=O)=O